ClC1=C(C(=CC=C1)Cl)C=1C(C2=C(N=C(N=C2)NC2=CC=C(C=C2)N2CCN(CC2)C)N(C1)CCN(C)C)=O 6-(2,6-dichlorophenyl)-8-[2-(dimethylamino)ethyl]-2-{[4-(4-methylpiperazin-1-yl)phenyl]amino}pyrido[2,3-d]pyrimidin-5(8H)-one